C1(=CC=C2C=CC=CC=C12)N azuleneamine